2-(2-hydroxy-3-(3-(triethoxysilyl)propoxy)propyl)benzisothiazolin-3-one OC(CN1SC2=C(C1=O)C=CC=C2)COCCC[Si](OCC)(OCC)OCC